ethyl 1-(2-methoxyphenyl)-3-neopentyl-4,5,6,7-tetrahydro-1H-indole-2-carboxylate COC1=C(C=CC=C1)N1C(=C(C=2CCCCC12)CC(C)(C)C)C(=O)OCC